5,6-difluoro-3-(dicyanomethylene)indan-1-one FC=1C=C2C(CC(C2=CC1F)=O)=C(C#N)C#N